2-[4-[[[6-[cyclopropyl-[[4-(trifluoromethyl)phenyl]methyl]amino]pyrimidin-4-yl]amino]methyl]phenyl]acetamide C1(CC1)N(C1=CC(=NC=N1)NCC1=CC=C(C=C1)CC(=O)N)CC1=CC=C(C=C1)C(F)(F)F